methyl 1-allyl-5-cyclopropyl-1H-pyrazole-4-carboxylate C(C=C)N1N=CC(=C1C1CC1)C(=O)OC